3-bromo-1-chloro-2-naphthaldehyde BrC=1C(=C(C2=CC=CC=C2C1)Cl)C=O